methyl 2-(isoindolin-2-yl)-2-methylpropanoate C1N(CC2=CC=CC=C12)C(C(=O)OC)(C)C